N-(4-(4-amino-1-isobutyl-1H-pyrazolo[3,4-d]pyrimidin-3-yl)phenyl)-5-(4-fluorophenyl)-4-oxo-1-((tetrahydrofuran-3-yl)methyl)-1,4-dihydropyridazine-3-carboxamide NC1=C2C(=NC=N1)N(N=C2C2=CC=C(C=C2)NC(=O)C2=NN(C=C(C2=O)C2=CC=C(C=C2)F)CC2COCC2)CC(C)C